C(CCC(C)C)(=O)OCCC(C)(C)C neohexyl isocaproate